1-(tert-butoxycarbonyl)-4-(2-isopropylphenyl)-2-oxopiperidine-4-carboxylic acid C(C)(C)(C)OC(=O)N1C(CC(CC1)(C(=O)O)C1=C(C=CC=C1)C(C)C)=O